[C@H]12OC[C@H](N(C1)C=1C=C(CN3CCN(CC3)C(=O)N3N=C(C=C3)NS(=O)(=O)C)C=CC1Cl)C2 N-(1-(4-(3-((1R,4R)-2-Oxa-5-azabicyclo[2.2.1]heptan-5-yl)-4-chlorobenzyl)piperazine-1-carbonyl)-1H-pyrazol-3-yl)methanesulfonamide